FC(CN)F 2,2-difluoro-ethylamine